C1(CCC1)C1=CC(=C(C(=O)O)C=C1C1=NN=C(N1)CC)CC 4-cyclobutyl-2-ethyl-5-(5-ethyl-4H-1,2,4-triazol-3-yl)benzoic acid